N-BOC-D-alanine C(=O)(OC(C)(C)C)N[C@H](C)C(=O)O